1-tetradecanoyl-2-(6Z,9Z,12Z-octadecatrienoyl)-glycero-3-phosphoserine CCCCCCCCCCCCCC(=O)OC[C@H](COP(=O)(O)OC[C@@H](C(=O)O)N)OC(=O)CCCC/C=C\C/C=C\C/C=C\CCCCC